CC1=C(C[N+]#[C-])C(=CC(=C1)C)C 2,4,6-TRIMETHYLBENZYLISOCYANIDE